N-(5-(5-chloro-6-fluoro-7-(methyl((1R,4R)-4-(methylamino)cyclohexyl)amino)-1H-indazol-4-yl)pyrazolo[1,5-a]pyridin-2-yl)-2-fluorocyclopropane-1-carboxamide ClC=1C(=C2C=NNC2=C(C1F)N(C1CCC(CC1)NC)C)C1=CC=2N(C=C1)N=C(C2)NC(=O)C2C(C2)F